OC(CCCCCCCCC(=O)O)CCC(CCCCCCC)O 10,13-Dihydroxyicosanoic acid